N1N=NN=C1 1H-tetrazole